OC(CN(CCN(CCN1CCNCC1)CC(CCCCCCCCCC)O)CC(CCCCCCCCCC)O)CCCCCCCCCC 4-(2-((2-(bis(2-hydroxydodecyl)amino)ethyl)(2-hydroxydodecyl)amino)ethyl)piperazin